COCCNC1=NN(C=C1)C N-(2-methoxyethyl)-1-methylpyrazol-3-amine